(2-chloro-4-(trifluoromethyl)phenyl)-D-valine ClC1=C(C=CC(=C1)C(F)(F)F)N[C@H](C(C)C)C(=O)O